C(CCCCCCCCCCCCC)([N+](CCC)(C)C)[N+](CCC)(C)C tetradecylidenebis(dimethylpropylammonium)